(2S,3S)-2-hydroxy-3-p-methylbenzamido-3-phenylpropionic acid ethyl ester C(C)OC([C@H]([C@H](C1=CC=CC=C1)NC(C1=CC=C(C=C1)C)=O)O)=O